1,3,4-trimethylpyrazole-3-carboxylic acid CN1NC(C(=C1)C)(C(=O)O)C